COC(=O)C1=CC=2C(N=C1OC(C)C)=NN(C2)C2CCOCC2 6-isopropoxy-2-(tetrahydro-2H-pyran-4-yl)-2H-pyrazolo[3,4-b]Pyridine-5-carboxylic acid methyl ester